BrC=1C=2N(C=C(C1)C1CC1)C=C(N2)C(=O)N 8-bromo-6-cyclopropylimidazo[1,2-a]pyridine-2-carboxamide